C1(CCCCC1)C(C)NS(=O)(=O)C1=CC=C(C2=CC=CC=C12)C1=CN=NN1 N-(1-cyclohexylethyl)-4-(1H-1,2,3-triazol-5-yl)naphthalene-1-sulfonamide